O=C1N(CC(N1C1=CC=C(C=C1)C(F)(F)F)=O)CCC1=CC(=C(OC(C(=O)OCC)(C)C)C(=C1)C)C Ethyl 2-(4-(2-(2,4-dioxo-3-(4-(trifluoromethyl)phenyl) imidazolidin-1-yl)ethyl)-2,6-dimethylphenoxy)-2-methylpropionate